N1-(2-(4-Methoxyphenyl)quinolin-4-yl)-N3-(3-(piperidin-yl)propyl)propane-1,3-diamine COC1=CC=C(C=C1)C1=NC2=CC=CC=C2C(=C1)NCCCNCCCN1CCCCC1